3-chloro-5-((4-(1-(1-(2-(2-(2,6-dioxopiperidin-3-yl)-1,3-dioxoisoindolin-5-yl)pyrrolidin-3-yl)methyl)piperidin-4-yl)-3-fluorophenyl)amino)-1,2,4-triazine-6-carboxamide ClC=1N=NC(=C(N1)NC1=CC(=C(C=C1)C1CCN(CC1)CC1C(NCC1)C=1C=C2C(N(C(C2=CC1)=O)C1C(NC(CC1)=O)=O)=O)F)C(=O)N